O=C1N(C=CC=C1C(=O)OC)C1=CC=CC=C1 Methyl 2-oxo-1-phenyl-1,2-dihydropyridine-3-carboxylate